1-methyl-3-(2-(3-methyloxetan-3-yl)ethyl)-5-nitro-1,3-dihydro-2H-benzo[d]imidazol-2-one CN1C(N(C2=C1C=CC(=C2)[N+](=O)[O-])CCC2(COC2)C)=O